C(CCCCCCCCC)(=O)[O-].C(CCCCCCCCC)[NH2+]C decylmethylammonium decanoate